ethyl (perfluoroethyl) sulfide FC(C(F)(F)F)(F)SCC